(3S)-3-{[5-(2-chlorophenyl)-1-cyclopentyl-1H-pyrazol-3-yl]formamido}-5-(3,3-difluoropiperidin-1-yl)pentanoic acid ClC1=C(C=CC=C1)C1=CC(=NN1C1CCCC1)C(=O)N[C@H](CC(=O)O)CCN1CC(CCC1)(F)F